C(=O)(O)CCCNC(=S)N 1-(3-carboxypropyl)thiourea